2-propyl-4,5-diethylimidazole C(CC)C=1NC(=C(N1)CC)CC